adenosine 5-monophosphate C1=NC(=C2C(=N1)N(C=N2)[C@H]3[C@@H]([C@@H]([C@H](O3)COP(=O)(O)O)O)O)N